6-chloro-N-[(1S)-1-(2-pyrimidin-2-yl-1,2,4-triazol-3-yl)ethyl]-8-(trifluoromethyl)quinazolin-4-amine ClC=1C=C2C(=NC=NC2=C(C1)C(F)(F)F)N[C@@H](C)C=1N(N=CN1)C1=NC=CC=N1